1-((2-(2,6-dioxopiperidin-3-yl)-1,3-dioxoisoindolin-5-yl)methyl)piperidin O=C1NC(CCC1N1C(C2=CC=C(C=C2C1=O)CN1CCCCC1)=O)=O